C(C(=C)C)(=O)OC(CO)O 1,2-dihydroxyethyl methacrylate